4-(4-(Quinolin-8-ylsulfonyl)-3,4-dihydro-2H-pyrido[4,3-b][1,4]oxazin-8-yl)benzonitrile N1=CC=CC2=CC=CC(=C12)S(=O)(=O)N1C2=C(OCC1)C(=CN=C2)C2=CC=C(C#N)C=C2